CNC=1N=CC(=C2C=C(N=CC12)NC(=O)C1CC1)\C=C\C1=CC=C(C=C1)OC(F)(F)F (E)-N-(8-(methylamino)-5-(4-(trifluoromethoxy)styryl)-2,7-naphthyridin-3-yl)cyclopropanecarboxamide